1,3,5-tris(3-methylpyridin-2-yloxy)benzene CC=1C(=NC=CC1)OC1=CC(=CC(=C1)OC1=NC=CC=C1C)OC1=NC=CC=C1C